Br.BrC(CN1CCNCC1)C 4-(2-bromopropyl)piperazine hydrobromide